1,3-dimethyl-5-nitroso-6-aminouracil CN1C(=O)N(C(=O)C(=C1N)N=O)C